4,6-dichloro-5-hydroxy-N-(1-methyl-4-((2-(trifluoromethyl)benzyl)carbamoyl)-1H-pyrazol-3-yl)pyridinecarboxamide ClC1=CC(=NC(=C1O)Cl)C(=O)NC1=NN(C=C1C(NCC1=C(C=CC=C1)C(F)(F)F)=O)C